[2-(2-Diphenylphosphanyl-6-methoxy-phenyl)-3-methoxy-phenyl]-diphenyl-phosphan C1(=CC=CC=C1)P(C1=C(C(=CC=C1)OC)C1=C(C=CC=C1OC)P(C1=CC=CC=C1)C1=CC=CC=C1)C1=CC=CC=C1